(R)-3-amino-4-(2,4-dichlorophenyl)-butyric acid N[C@@H](CC(=O)O)CC1=C(C=C(C=C1)Cl)Cl